N[C@H]1CN(CCC1)C(=O)C1=CC2=C(N(C(=N2)C=2N(C3=CC=CC(=C3C2)F)CC)C)C=C1 (R)-(3-Aminopiperidin-1-yl)(2-(1-ethyl-4-fluoro-1H-indol-2-yl)-1-methyl-1H-benzo[d]imidazol-5-yl)methanon